3-(5-((2-(4-(((3r,5r,7r)-adamantane-1-yl)methyl)piperazin-1-yl)ethyl)thio)-2-methyl-4-oxoquinazolin-3(4H)-yl)piperidine-2,6-dione C12(CC3CC(CC(C1)C3)C2)CN2CCN(CC2)CCSC2=C3C(N(C(=NC3=CC=C2)C)C2C(NC(CC2)=O)=O)=O